O1C=C(C=C1)B1OC(C(O1)(C)C)(C)C 2-(3-furyl)-4,4,5,5-tetramethyl-1,3,2-dioxaborolane